(2S,5S)-5-(4-chlorobenzyl)-2-methyl-4-(piperidin-4-yl)morpholinium hydrochloride Cl.ClC1=CC=C(C[C@H]2CO[C@H](C[NH+]2C2CCNCC2)C)C=C1